C1(CC1)CC1CCC(CC1)OC[C@H]1[C@H](CCC2=CC=C(C(N12)=O)C)NS(=O)(=O)C |r| rac-N-[(3S,4R)-4-({[(1s,4S)-4-(cyclopropylmethyl)cyclohexyl]oxy}methyl)-7-methyl-6-oxo-1,3,4,6-tetrahydro-2H-quinolizin-3-yl]methanesulfonamide